FC(C#CC1=NC(=NC(=N1)N[C@@H](C(F)(F)F)C)N[C@@H](C(F)(F)F)C)(C(F)(F)F)C(F)(F)F 6-(3,4,4,4-Tetrafluoro-3-(trifluoromethyl)but-1-yn-1-yl)-N2,N4-bis((R)-1,1,1-Trifluoropropan-2-yl)-1,3,5-triazine-2,4-diamine